BrC1=CC(=C2C(NC=NC2=C1Cl)=O)OCC[C@@H]1CN(CCN1)C(=O)OCC1=CC=CC=C1 benzyl (R)-3-(2-((7-bromo-8-chloro-4-oxo-3,4-dihydroquinazolin-5-yl)oxy)ethyl)piperazine-1-carboxylate